N2-tert-butyl-N8-(4-chloro-3-(trifluoromethyl)phenyl)-9-(piperidin-4-yl)-9H-purine-2,8-diamine C(C)(C)(C)NC1=NC=C2N=C(N(C2=N1)C1CCNCC1)NC1=CC(=C(C=C1)Cl)C(F)(F)F